3-keto phosphonate P1(OOO1)=O